3-Bromo-5-(ethylthio)pyridine BrC=1C=NC=C(C1)SCC